1-((2-(2,6-Dioxopiperidin-3-yl)-1-oxoisoindolin-5-yl)methyl)-3-(4-(((1r,3r)-3-(hydroxymethyl)cyclobutyl)methoxy)phenyl)urea O=C1NC(CCC1N1C(C2=CC=C(C=C2C1)CNC(=O)NC1=CC=C(C=C1)OCC1CC(C1)CO)=O)=O